C(C)OC(CCC)=O.C(C)CC(=O)O (ethyl acetate) ethyl-butyrate